C(#N)CC1(CN(C1)C1CCN(CC1)C(=O)NC1=C(C=C(C=C1)F)F)N1N=CC(=C1)C1=C2C(=NC=C1)NC=C2 4-{3-(cyanomethyl)-3-[4-(1H-pyrrolo[2,3-b]pyridin-4-yl)-1H-pyrazol-1-yl]azetidin-1-yl}-N-(2,4-difluorophenyl)piperidine-1-carboxamide